C(C=C)C1C(=O)OC1 α-allyl-β-propiolactone